NC1=C(C2=C(S1)C(C(CC2)(CO)CC2CC2)=O)C(=O)N 2-Amino-6-(cyclopropylmethyl)-6-(hydroxymethyl)-7-oxo-4,5,6,7-tetrahydrobenzo[b]thiophene-3-carboxamide